methyl 3-amino-2-(1,2,3,4-tetrahydro-quinoline-4-carbonyl)-6,7-dihydro-2H-pyrazolo[4,3-c]pyridine-5(4H)-carboxylate NC=1N(N=C2C1CN(CC2)C(=O)OC)C(=O)C2CCNC1=CC=CC=C21